6-methylpyridine-3-carboxylic acid CC1=CC=C(C=N1)C(=O)O